O-(3-chloro-2-propenyl)hydroxylamine isooctyl-3,5-di-tert-butyl-4-methoxyhydrocinnamate C(CCCCC(C)C)OC(CCC1=CC(=C(C(=C1)C(C)(C)C)OC)C(C)(C)C)=O.ClC=CCON